ammonium Fumarate C(\C=C\C(=O)[O-])(=O)[O-].[NH4+].[NH4+]